2,6-dibenzyl-4-pyrone C(C1=CC=CC=C1)C=1OC(=CC(C1)=O)CC1=CC=CC=C1